5-((3-(4-(2-(4-methoxy-phenyl)propan-2-yl)thiazol-2-yl)ureido)methyl)-2-(4-propylpiperazin-1-yl)benzamide COC1=CC=C(C=C1)C(C)(C)C=1N=C(SC1)NC(NCC=1C=CC(=C(C(=O)N)C1)N1CCN(CC1)CCC)=O